COC1=C2C=NC=NC2=CC(=C1)OC 5,7-dimethoxyquinazolin